C(C1=CC=CC=C1)OC1=NC(=CC=C1NC1=CC(=C(C=C1)C1CC(C1)=O)F)OCC1=CC=CC=C1 3-[4-[(2,6-dibenzyloxy-3-pyridyl)amino]-2-fluoro-phenyl]cyclobutanone